1-(6-(difluoromethoxy)pyridin-3-yl)ethan-1-one tert-butyl-(1S,5R)-1-((methoxy-d3)methyl)-3-trityl-3,8-diazabicyclo[3.2.1]octane-8-carboxylate C(C)(C)(C)OC(=O)N1[C@@]2(CN(C[C@H]1CC2)C(C2=CC=CC=C2)(C2=CC=CC=C2)C2=CC=CC=C2)COC([2H])([2H])[2H].FC(OC2=CC=C(C=N2)C(C)=O)F